FC=1C=C(C=CC1)C1=NOC(=N1)C(N)C1COC1 [3-(3-fluorophenyl)-1,2,4-oxadiazol-5-yl]-(oxetan-3-yl)methanamine